C1(CC1)O[C@@H]1C[C@H](C1)NC(=O)C=1N=NC(=CC1)OCC=1C(=NOC1C)C=1C=NC(=CC1)C trans-N-(3-Cyclopropoxycyclobutyl)-6-((5-methyl-3-(6-methylpyridin-3-yl)isoxazol-4-yl)methoxy)pyridazin-3-carboxamid